6-methyl-pyrazolo[3,4-c]Pyridin-7-one hydrochloride Cl.CN1C(C=2C(=CC1)C=NN2)=O